C1(OC(=CCCC)O1)=O propyl-vinylidene carbonate